ClC1=C(C=CC=C1)N1N=C(C2=C1C(N(CC2)C2=CC=CC=C2)=O)C(=O)O 1-(2-Chlorophenyl)-7-oxo-6-phenyl-4,5,6,7-tetrahydro-1H-pyrazolo[3,4-c]pyridine-3-carboxylic acid